6-bromo-8-fluoro-3,4-dihydroisoquinoline-2,3(1H)-dicarboxylic acid dimethyl ester COC(=O)N1CC2=C(C=C(C=C2CC1C(=O)OC)Br)F